O.C(O)CN ethanolamine, Hydrate